C(C1=CC=CC=C1)N1CC(CC1)(CC1=CC=C(C=C1)C(F)(F)F)CNC1=CC(=C(C=C1)CO)[N+](=O)[O-] (4-(((1-benzyl-3-(4-(trifluoromethyl)benzyl)pyrrolidin-3-yl)methyl)amino)-2-nitrophenyl)methanol